(4-(2-chloro-4-fluorophenoxy)-2-methyl-5-(1-methyl-7-oxo-6,7-dihydro-1H-pyrrolo[2,3-c]pyridin-3-yl)phenyl)pyrrolidine-2,5-dione ClC1=C(OC2=CC(=C(C=C2C2=CN(C=3C(NC=CC32)=O)C)N3C(CCC3=O)=O)C)C=CC(=C1)F